BrC=1N=CN(C1C(=O)NC1=CC(=C(C=C1)F)Cl)C 4-bromo-N-(3-chloro-4-fluorophenyl)-1-methyl-1H-imidazole-5-carboxamide